methylenecyclohexane-1,3-diol C[C@H](CCCC(C)(C)O)[C@H]1CC[C@@H]\2[C@@]1(CCC/C2=C\C=C3C[C@H](C(=C)[C@@H](C3)O)O)C